ClC1=C(C2=C(NC(=N2)CO)C=C1Cl)OC[C@@H]1[C@H](CCCC1)O (1S,2R)-2-((5,6-dichloro-2-(hydroxymethyl)-1H-benzo[d]imidazol-4-yloxy)methyl)cyclohexanol